2-(7H-Furano[3,2-f]indol-5-yl)-N,N-dimethylethan-1-amine O1C=CC=2C=C3C(=CNC3=CC21)CCN(C)C